Ethyl 2-methyl-4-bromo-2-butenoate CC(C(=O)OCC)=CCBr